ClC1=CC=C(C=C1)NC(=O)C1=NN(C(C=C1C)=O)C1=CC(=C(C=C1)OC1=CC=NC2=CC(=C(C=C12)OC)OC)F N-(4-chlorophenyl)-1-[4-(6,7-dimethoxyquinolin-4-yloxy)-3-fluorophenyl]-4-methyl-6-oxo-1,6-dihydropyridazine-3-carboxamide